5-(3-fluorophenyl)-1H-pyrazole FC=1C=C(C=CC1)C1=CC=NN1